FC1=C2CN(C(C2=CC=C1C[C@H]1OCCC[C@@H]1NC1CCC(CC1)OC)=O)C1C(NC(CC1)=O)=O 3-(4-fluoro-5-(((2R,3S)-3-((4-methoxycyclohexyl)amino)tetrahydro-2H-pyran-2-yl)methyl)-1-oxoisoindolin-2-yl)piperidine-2,6-dione